benzyl {2-[(2R,3S)-2-methyl-2,3-dihydrofuro[3,2-b]pyridin-3-yl]propan-2-yl}carbamate C[C@@H]1[C@H](C2=NC=CC=C2O1)C(C)(C)NC(OCC1=CC=CC=C1)=O